N[C@H](C)C1=C(C=C(C=C1)NC1=NC=2N(C(=C1)NC1CC1)N=CC2)CS(=O)(=O)C (R,S)-5-((4-(1-aminoethyl)-3-((methylsulfonyl)methyl)phenyl)amino)-7-(cyclopropylamino)pyrazolo[1,5-a]pyrimidin